2-((1-(2-(4,4-dimethylpiperidin-1-yl)-6-methyl-4-oxo-4H-chromen-8-yl)ethyl)amino)-5-(trifluoromethyl)benzoic acid CC1(CCN(CC1)C=1OC2=C(C=C(C=C2C(C1)=O)C)C(C)NC1=C(C(=O)O)C=C(C=C1)C(F)(F)F)C